Cl.Cl.N=1SN=C2N=CC(=CC21)C2=C(C=CC=C2)O ([1,2,5]thiadiazolo[3,4-b]pyridin-6-yl)phenol dihydrochloride